C(C)(C)(C)NC1=C2C(=C3C(=N1)C=C(S3)C=3CCN(CC3)C)N(C(=N2)CCCC)CC2CCOCC2 N-(tert-butyl)-2-butyl-7-(1-methyl-1,2,3,6-tetrahydropyridin-4-yl)-1-((tetrahydro-2H-pyran-4-yl)methyl)-1H-imidazo[4,5-d]thieno[3,2-b]pyridine-4-amine